C[Si](C)(C)C(=O)[Si](C)(C)C trimethylsilylketone